2,5-dimethyl-1,3,4-thiadiazol CC=1SC(=NN1)C